1-[6-(5-chloropyridin-3-yl)-2,3-dihydro-1H-indol-1-yl]prop-2-en-1-one ClC=1C=C(C=NC1)C1=CC=C2CCN(C2=C1)C(C=C)=O